(S)-3-amino-5-(4-fluorophenyl)-6-(3-methylimidazo[1,2-a]pyridin-6-yl)-N-(1-methylpyrrolidin-3-yl)pyrazine-2-carboxamide NC=1C(=NC(=C(N1)C1=CC=C(C=C1)F)C=1C=CC=2N(C1)C(=CN2)C)C(=O)N[C@@H]2CN(CC2)C